C1(CC1)NC1=NN2C=NC(=C(C2=N1)OCC(F)(F)F)C=1C=NNC1 N-cyclopropyl-7-(1H-pyrazol-4-yl)-8-(2,2,2-trifluoroethoxy)-[1,2,4]triazolo[1,5-c]pyrimidin-2-amine